O1COC2=C1C=CC(=C2)[C@H]2N1[C@H](CC3=C2N(C=2C=CC=CC32)C3=CC=C(C=N3)N(C(C)=O)O)C(N(CC1=O)C)=O N-(6-((6R,12aR)-6-(Benzo[d][1,3]dioxol-5-yl)-2-methyl-1,4-dioxo-1,3,4,6,12,12a-hexahydropyrazino[1',2':1,6]pyrido[3,4-b]indol-7(2H)-yl)pyridin-3-yl)-N-hydroxyacetamide